3-(4-methylphenyl)-1,5-pentanediol CC1=CC=C(C=C1)C(CCO)CCO